benzoquinoneformaldehyde C1(C(=CC(C=C1)=O)C=O)=O